ClC1=CC(=C(C=C1F)[C@H](NC(=O)[C@@H]1N([C@@H]2C[C@@H]2C1)C(=O)C1=CC(=NC=C1)C(F)(F)F)C1COC1)F (1R,3R,5R)-N-((R)-(4-chloro-2,5-difluorophenyl)(3-oxetanyl)methyl)-2-((2-(trifluoromethyl)-4-pyridinyl)carbonyl)-2-azabicyclo[3.1.0]hexane-3-carboxamide